C[C@H]1N(CC[C@H](C1)N(C=1N=NC(=CC1)C1=CC=C(C=2N=NN(C21)COCC[Si](C)(C)C)C=2C=NN(C2)C2OCCCC2)C)C(=O)OC(C)(C)C tert-Butyl (2R,4R)-2-methyl-4-[methyl(6-[7-[1-(oxan-2-yl) pyrazol-4-yl]-3-[[2-(trimethylsilyl)ethoxy]methyl]-1,2,3-benzotriazol-4-yl]pyridazin-3-yl)amino]piperidine-1-carboxylate